FC1=C(C=CC(=C1)F)CN(C(NCC1=CC=C(C=C1)OCC)=O)C1CCN(CC1)C 3-[(2,4-difluorophenyl)methyl]-1-[(4-ethoxyphenyl)methyl]-3-(1-methylpiperidin-4-yl)urea